FC1CN(CC1)CC#N 2-(3-fluoropyrrolidin-1-yl)acetonitrile